4-((2S,5R)-4-((4-chlorophenyl)((S)-2,2-difluorocyclopropyl)methyl)-2,5-dimethylpiperazin-1-yl)-1-(((S)-tetrahydrofuran-2-yl)methyl)-1H-imidazo[4,5-e][1,2,4]triazolo[4,3-a]pyridine ClC1=CC=C(C=C1)C(N1C[C@@H](N(C[C@H]1C)C1=CC=2N(C3=C1N=CN3C[C@H]3OCCC3)C=NN2)C)[C@H]2C(C2)(F)F